(R)-N-(1-(3,4-dichlorophenyl)-2-(4-methylpiperazin-1-yl)ethyl)-4-(trifluoromethoxy)benzenesulfonamide ClC=1C=C(C=CC1Cl)[C@H](CN1CCN(CC1)C)NS(=O)(=O)C1=CC=C(C=C1)OC(F)(F)F